dichloro[2,6-bis[4-(R)-isopropyl-2-oxazolyl]-4-nitropyridine] cobalt [Co].ClC=1C(=C(C(=NC1C=1OC=C(N1)C(C)C)C=1OC=C(N1)C(C)C)Cl)[N+](=O)[O-]